N-((2-(6-((cis)-2,6-dimethylmorpholino)-4-formylpyridin-2-yl)-1,6-naphthyridin-7-yl)methyl)-4-methyl-3-(methylsulfonyl)benzamide C[C@@H]1O[C@@H](CN(C1)C1=CC(=CC(=N1)C1=NC2=CC(=NC=C2C=C1)CNC(C1=CC(=C(C=C1)C)S(=O)(=O)C)=O)C=O)C